omega-Nitro-L-arginine methyl ester COC([C@@H](N)CCCNC(N[N+](=O)[O-])=N)=O